ClC1=CC2=C(C=C3N2C(=NN(C3=O)CC(=O)NC=3SC=NN3)C(C)C)S1 2-(2-Chloro-5-isopropyl-8-oxothieno[2',3':4,5]pyrrolo[1,2-d][1,2,4]triazin-7(8H)-yl)-N-(1,3,4-thiadiazol-2-yl)acetamide